N1=CN=CC2=C1C[NH2+]C=C2 8h-pyrido[3,4-d]pyrimidin-7-ium